(7-(2-Fluoro-3-methylbenzyl)-2-azaspiro[3.5]nonan-2-yl)((1s,3s)-3-hydroxy-3-methylcyclobutyl)methanon FC1=C(CC2CCC3(CN(C3)C(=O)C3CC(C3)(C)O)CC2)C=CC=C1C